(S)-N-(3-(2-(((S)-1-hydroxypropan-2-yl)oxy)-6-morpholinopyridin-4-yl)-4-methylphenyl)-3-(2,2,2-trifluoroethyl)pyrrolidine-1-carboxamide OC[C@H](C)OC1=NC(=CC(=C1)C=1C=C(C=CC1C)NC(=O)N1C[C@@H](CC1)CC(F)(F)F)N1CCOCC1